4-(2-chloro-4-cyanophenyl)isoindoline-2-carbonitrile ClC1=C(C=CC(=C1)C#N)C1=C2CN(CC2=CC=C1)C#N